pyrazol-1-yl-pyrimidinone N1(N=CC=C1)C1=NC(NC=C1)=O